(S)-5-methyl-1-oxa-2,2-dioxo-2,3-thiazolidine-3-carbonitrile C[C@H]1CN(S(O1)(=O)=O)C#N